4-(2-chloro-9-methyl-6-morpholino-9H-purin-8-yl)-2,3-dihydro-1H-pyrrole-1-carboxylic acid tert-butyl ester C(C)(C)(C)OC(=O)N1CCC(=C1)C=1N(C2=NC(=NC(=C2N1)N1CCOCC1)Cl)C